BrC1=CC(=CC=2C(COC21)O)Cl 7-bromo-5-chloro-2,3-dihydro-1-benzofuran-3-ol